N-[3-[5-[4-(aminomethyl)phenoxy]-2-(difluoromethoxy)phenyl]-1-methyl-pyrazol-4-yl]pyrazolo[1,5-a]pyrimidine-3-carboxamide NCC1=CC=C(OC=2C=CC(=C(C2)C2=NN(C=C2NC(=O)C=2C=NN3C2N=CC=C3)C)OC(F)F)C=C1